CC1C(C(C2(C1)CCN(CC2)C(=O)OC(C)(C)C)C(=O)OC)=O 8-(tert-butyl) 1-methyl 3-methyl-2-oxo-8-azaspiro[4.5]decane-1,8-dicarboxylate